diphenyl(trifluoromethyl)phosphane C1(=CC=CC=C1)P(C(F)(F)F)C1=CC=CC=C1